Bisphenol a phosphite P(O)(O)O.OC1=CC=C(C=C1)C(C)(C)C1=CC=C(C=C1)O